ClC=1C=C2C(=NC(=NC2=C(C1C1=CC(=CC2=CC=CC=C12)O)F)OC[C@H]1N(CCC1)C)N1C[C@]2(CC[C@@](C1)(N2)C)C 4-((R or S)-6-chloro-4-((1R,5S)-1,5-dimethyl-3,8-Diazabicyclo[3.2.1]octan-3-yl)-8-fluoro-2-(((S)-1-methylpyrrolidin-2-yl)methoxy)quinazoline-7-yl)naphthalen-2-ol